BrC=1C=C(CCNS(=O)(=O)C2=CC=C(C=C2)C)C=CC1OC N-(3-Bromo-4-methoxyphenethyl)-4-methylbenzenesulfonamide